Cl.COC1CNC1 3-methoxyazetidine-HCl